4-(Ethyl-(quinolin-6-yl)amino)piperidine-1-carboxylic acid C(C)N(C1CCN(CC1)C(=O)O)C=1C=C2C=CC=NC2=CC1